(4-chloro-3-methyl-1H-indazol-5-yl)methanone ClC1=C2C(=NNC2=CC=C1C=O)C